C(C#C)C1=C(C=O)C=CC=C1 o-propargyl-benzaldehyde